CCCCCCCCCCCCCCCCCC(=O)OC[C@H](COP(=O)([O-])OCC[N+](C)(C)C)OC(=O)CCCC/C=C\C/C=C\C/C=C\C/C=C\CC 1-octadecanoyl-2-(6Z,9Z,12Z,15Z-octadecatetraenoyl)-sn-glycero-3-phosphocholine